(E)-1-((2-fluorophenyl)(phenyl)methylene)-2-phenylhydrazine FC1=C(C=CC=C1)\C(=N\NC1=CC=CC=C1)\C1=CC=CC=C1